titanium tri-ethoxide [O-]CC.[O-]CC.[O-]CC.[Ti+3]